(S)-2-((7-(4-chloro-2-fluorophenylethoxy)-3,4-dihydroisoquinolin-2(1H)-yl)methyl)-1-((oxetan-2-yl)methyl)-1H-benzo[d]imidazole-6-carboxylic acid methyl ester COC(=O)C=1C=CC2=C(N(C(=N2)CN2CC3=CC(=CC=C3CC2)OCCC2=C(C=C(C=C2)Cl)F)C[C@H]2OCC2)C1